NC1C(COCC1)O 4-amino-3-hydroxytetrahydropyran